(R)-4-((1-(3-(difluoromethyl)-2-fluorophenyl)ethyl)amino)-8-(6,7-dihydro-4H-pyrazolo[5,1-c][1,4]oxazin-3-yl)-2-methyl-6-morpholinylpyrido[4,3-d]pyrimidine-7(6H)-one FC(C=1C(=C(C=CC1)[C@@H](C)NC=1C=2C(N=C(N1)C)=C(C(N(C2)N2CCOCC2)=O)C=2C=NN1C2COCC1)F)F